[4-(benzyloxy)butyrylamino]{3-[1-(oxacyclohexan-2-yl)-1H-pyrazol-4-yl]phenyl}acetic acid methyl ester COC(C(C1=CC(=CC=C1)C=1C=NN(C1)C1OCCCC1)NC(CCCOCC1=CC=CC=C1)=O)=O